2-chloro-9,10-bis(2-ethylhexyl-oxy)anthracene ClC1=CC2=C(C3=CC=CC=C3C(=C2C=C1)OCC(CCCC)CC)OCC(CCCC)CC